1-(4-Bromophenyl)-2-(4-chlorophenyl)-2,13-dihydroimidazo[1,5-a]indolo[2,3-c]quinolin-4-ium chloride [Cl-].BrC1=CC=C(C=C1)C=1N(C=[N+]2C1C1=C(C=3C=CC=CC23)C2=CC=CC=C2N1)C1=CC=C(C=C1)Cl